2',6'-bis((2-methoxyethoxy)methoxy)-5-methyl-4'-pentyl-2-(prop-1-en-2-yl)-1,2,3,4-tetrahydro-1,1'-biphenyl COCCOCOC1=C(C(=CC(=C1)CCCCC)OCOCCOC)C1C(CCC(=C1)C)C(=C)C